C(C)(C)C1=C(C(=CC=C1)C(C)C)NC(=O)NS(=O)(=O)C=CC1N(CCC1)C N-((2,6-diisopropylphenyl)carbamoyl)-2-(1-methylpyrrolidin-2-yl)ethenesulfonamide